9-oxo-11-(3-pentyloxiran-2-YL)undec-10-enoic acid O=C(CCCCCCCC(=O)O)C=CC1OC1CCCCC